N=1N(N=CC1)C1=CC=C(C=C1)C1=CC(N(C=C1)CCC(C(=O)NO)(S(=O)(=O)C)C)=O 4-(4-(4-(2H-1,2,3-Triazol-2-yl)phenyl)-2-oxopyridin-1(2H)-yl)-N-hydroxy-2-methyl-2-(methylsulfonyl)butanamide